Cl.CN1CCN(CC1)S(=O)(=O)Cl 4-methylpiperazine-1-sulfonyl chloride hydrochloride salt